5-bromo-2-(6,6-difluoro-2-azaspiro[3.3]heptan-2-yl)pyridin-3-ol BrC=1C=C(C(=NC1)N1CC2(C1)CC(C2)(F)F)O